ClC1=CC2=C(N(C(CC(N2C2=CC=CC=C2)=O)=O)C)C=C1 7-Chloro-1-methyl-5-phenyl-1,5-dihydrobenzo[b][1,4]diazepine-2,4-dione